4,6-dinitro-2-sec-butylphenol [N+](=O)([O-])C1=CC(=C(C(=C1)[N+](=O)[O-])O)C(C)CC